4-(trifluoromethyl)phenyl-1H-benzimidazol-2-amine FC(C1=CC=C(C=C1)N1C(=NC2=C1C=CC=C2)N)(F)F